tert-butyl 4-(2-bromo-5-methyl-7-oxo-4,7-dihydro-[1,2,4]triazolo[1,5-a]pyrimidin-6-yl)-3,6-dihydropyridine-1(2H)-carboxylate BrC1=NN2C(NC(=C(C2=O)C=2CCN(CC2)C(=O)OC(C)(C)C)C)=N1